Fluoro-5-nitrobenzoic acid FC1=C(C(=O)O)C=C(C=C1)[N+](=O)[O-]